[N+](=O)([O-])C1(N=NN=N1)C(=O)[O-] (l)-5-NITROTETRAZOLAT